FC=1C(=C(C#N)C=C(C1I)F)OC 3,5-difluoro-4-iodo-2-methoxybenzonitrile